C(C)(C)(C1=CC=CC=C1)Cl cumyl chloride